tert-butyl (1'S)-1'-(((R)-tert-butylsulfinyl)amino)-1',3'-dihydro-8-azaspiro[bicyclo[3.2.1]octane-3,2'-indene]-8-carboxylate C(C)(C)(C)[S@@](=O)N[C@H]1C2(CC3=CC=CC=C13)CC1CCC(C2)N1C(=O)OC(C)(C)C